OC1=C(C(=CC(=C1)C)C)C1=NC=2N(C=C1)N=C(N2)N[C@H]2CN(CCC2)C(C)=O (R)-1-(3-((5-(2-hydroxy-4,6-dimethylphenyl)-[1,2,4]triazolo[1,5-a]pyrimidin-2-yl)amino)piperidin-1-yl)ethan-1-one